CC(CN)(CC)N 2-methyl-1,2-butanediamine